ClC=1C(=CC2=C(N(C3=C(CC2)C=CC=C3)CCCCNC/C=C/C(=O)OCC)C1)O Ethyl (E)-4-[4-(3-Chloro-2-hydroxy-10,11-dihydro-dibenzo[b,f]azepin-5-yl)-butylamino]-but-2-enoate